2-{[(1S)-1-{4-[(4-propenylpiperazin-1-yl)carbonyl]-3-fluorophenyl}ethyl]amino}-8-(2,2-dimethylpropyl)pyrido[2,3-d]pyrimidin-7(8H)-one C(=CC)N1CCN(CC1)C(=O)C1=C(C=C(C=C1)[C@H](C)NC=1N=CC2=C(N1)N(C(C=C2)=O)CC(C)(C)C)F